C(C)(CC)P(=O)(CCCCCC)C(C)CC 1-di(sec-butyl)phosphinoyl-hexane